5H,7H,8H-pyrano(4,3-b)pyridine-2-carboxylic acid methyl ester COC(=O)C1=CC=C2C(=N1)CCOC2